C(C)OC(=O)C1(CC2=C(C=CC(=C2C1)F)F)C(=O)OCC 4,7-difluoroindan-2,2-dicarboxylic acid diethyl ester